N1C(=NC2=C1C=CC=C2)C2=C(C(=CC=C2)Cl)C=2C(=CC(=CC2)C(N[C@@H](CCC)C2=CC=C(C=C2)Cl)=O)C(=O)O (S)-2'-(1H-1,3-benzodiazol-2-yl)-6'-chloro-4-{[1-(4-chlorophenyl)butyl]carbamoyl}-[1,1'-biphenyl]-2-carboxylic acid